FC(C(=O)O)(F)F.COC(CCC1=CC=C(C=C1)C(F)(F)F)=O 3-(4-(trifluoromethyl)phenyl)propionic acid methyl ester trifluoroacetate